6-(3-((R)-2-amino-3-(4-(di-tert-butylfluorosilyl)benzamido)propanamido)propoxy)-N-(2-((S)-2-cyanopyrrolidin-1-yl)-2-oxoethyl)quinazoline-4-carboxamide N[C@@H](C(=O)NCCCOC=1C=C2C(=NC=NC2=CC1)C(=O)NCC(=O)N1[C@@H](CCC1)C#N)CNC(C1=CC=C(C=C1)[Si](F)(C(C)(C)C)C(C)(C)C)=O